2-iodo-5-chloropyridine IC1=NC=C(C=C1)Cl